4,5-Dimethoxy-2-methyl-3,6-dioxocyclohexadien COC=1C(C(=CC(C1OC)=O)C)=O